1-[(2-fluorophenyl)methyl]piperazine FC1=C(C=CC=C1)CN1CCNCC1